2-(2-aminopyridin-4-yl)-3-isopropyl-1H-indole-5-carboxylic acid methyl ester COC(=O)C=1C=C2C(=C(NC2=CC1)C1=CC(=NC=C1)N)C(C)C